C(C)(C)(C)OC(=O)N1[C@@H](C[C@@H](CC1)C1=C(C(=CC=C1OC)Cl)Cl)C=O (2S,4R)-4-(2,3-dichloro-6-methoxyphenyl)-2-formylpiperidine-1-carboxylic acid tert-butyl ester